8'-Bromo-1-cyclopentyl-7'-fluoro-3'-methylspiro[azetidine-3,1'-pyrrolo[2,3-c]quinolin]-2'(3'H)-one BrC1=CC=2C3=C(C=NC2C=C1F)N(C(C31CN(C1)C1CCCC1)=O)C